ClC1=C(C=CC=C1)C1=CC(OC2=CC(=CC=C12)O[C@@H](C(=O)N1C[C@H](CCC1)CC(=O)O)C)=O 2-[(3R)-1-[(2R)-2-[4-(2-chlorophenyl)-2-oxo-chromen-7-yl]oxypropionyl]-3-piperidinyl]acetic acid